aminobutylethylbenzohydrazide NCCCCC=1C(=C(C(=O)NN)C=CC1)CC